FC=1C(=C(C=CC1)[C@H]1C2=C(CN(C1)C(\C=C\[C@H]1NCCC1)=O)SC(=C2)C#N)C=2C(=NN(C2)C)C(F)(F)F (S)-4-(3-Fluoro-2-(1-methyl-3-(trifluoromethyl)-1H-pyrazol-4-yl)phenyl)-6-((E)-3-((S)-pyrrolidin-2-yl)acryloyl)-4,5,6,7-tetrahydrothieno[2,3-c]pyridine-2-carbonitrile